C(C1=CC=CC=C1)SC=1C(=C(C(=O)OCC)C=C(C1)Cl)Cl ethyl 3-(benzylsulfanyl)-2,5-dichlorobenzoate